7-methoxy-4-(prop-1-yn-1-yl)isoquinoline-6-carboxamide COC1=C(C=C2C(=CN=CC2=C1)C#CC)C(=O)N